C(#N)C=1C=CC(=NC1)NC(=O)N[C@@H]1[C@@H](C1)C1=C(C(=CC=C1F)C(CC)=O)O 1-(5-cyanopyridin-2-yl)-3-[(1S,2S)-2-(6-fluoro-2-hydroxy-3-propionylphenyl)cyclopropyl]Urea